(S)-1-(3-((S)-2-methylpiperidin-1-yl)-1,2,4-oxadiazol-5-yl)ethan-1-amine C[C@@H]1N(CCCC1)C1=NOC(=N1)[C@H](C)N